2-{3-[(3S)-3-cyclopropylpiperazin-1-yl]-1,2,4-triazin-6-yl}-5-(2-methyl-2H-[1,2,3]triazolo[4,5-b]pyridin-6-yl)pyridin-3-ol trifluoroacetate FC(C(=O)O)(F)F.C1(CC1)[C@H]1CN(CCN1)C=1N=NC(=CN1)C1=NC=C(C=C1O)C1=CC=2C(N=C1)=NN(N2)C